C1(CC1)C1=NC=NC(=C1C=1N=C(C2=C(N1)CCN(C2)C(C=C)=O)NCC2=CC=C(C=C2)C=2N(C=C(N2)C(F)(F)F)C)OC 1-(2-(4-cyclopropyl-6-methoxypyrimidin-5-yl)-4-((4-(1-methyl-4-(trifluoromethyl)-1H-imidazol-2-yl)benzyl)amino)-7,8-dihydropyrido[4,3-d]pyrimidin-6(5H)-yl)prop-2-en-1-one